ClC1=CC2=C(S1)[C@@]1(C[C@@H](N(CC1)CC=1C=NN(C1)CC(C(C)(O)C)O)C)OC[C@@]2(O)C(F)F 1-[4-[[(2'S,4R,7R)-2-chloro-4-(difluoromethyl)-4-hydroxy-2'-methyl-spiro[5H-thieno[2,3-c]pyran-7,4'-piperidin]-1'-yl]methyl]pyrazol-1-yl]-3-methyl-butane-2,3-diol